NC1=C(OCCCS(=O)(=O)O)C=CC(=C1)OC 3-(2-amino-4-methoxyphenoxy)propan-1-sulfonic acid